3,5-Dimethylisoxazole-4-boronic acid pinacol ester CC1=NOC(=C1B1OC(C)(C)C(C)(C)O1)C